CN(CCN(C1=C(C=C(C(=C1)OC)NC1=NC=CC(=N1)C1=CN=C2N1C=CC=C2C)NC(C=C)=O)C)C N-(2-((2-(dimethylamino)ethyl)(methyl)amino)-4-methoxy-5-((4-(8-methylimidazo[1,2-a]-pyridin-3-yl)pyrimidin-2-yl)amino)phenyl)acrylamide